OC1=C(C=CC(=C1)O)/C=C/C(=O)N1CCN(CC1)C(C1=C(C=CC=C1)O)=O (E)-3-(2,4-dihydroxyphenyl)-1-[4-(2-hydroxybenzoyl)piperazin-1-yl]prop-2-en-1-one